OC[C@]1(O[C@@H]2[C@H](O)[C@@H](O)[C@H](O)[C@H](O2)CO)[C@@H](O)[C@H](O)[C@@H](O1)CO α-D-glucopyranosyl α-L-sorbofuranoside